C(C)(C)(C)OC(=O)N[C@H](C(=O)OC(C)(C)C)CCCN1C(=NC=C1)[N+](=O)[O-] tert-butyl (S)-2-((tert-butoxycarbonyl)amino)-5-(2-nitro-1H-imidazol-1-yl)pentanoate